FC=1C(=CC=2N(C1)N=C(N2)N[C@@H]2C[C@H](CC2)NC2=CC=C(C=N2)N2C(C=CC=C2)=O)F 6'-(((1S,3S)-3-((6,7-difluoro-[1,2,4]triazolo[1,5-a]pyridin-2-yl)amino)cyclopentyl)amino)-2H-[1,3'-bipyridyl]-2-one